2-p-tolylthiobenzothiazole C1(=CC=C(C=C1)SC=1SC2=C(N1)C=CC=C2)C